methyl 2-(benzo[d]oxazol-6-yl)-2-methylpropanoate O1C=NC2=C1C=C(C=C2)C(C(=O)OC)(C)C